N-allyl-2-ethynyl-N-methylaniline C(C=C)N(C1=C(C=CC=C1)C#C)C